C(C1=CC=CC=C1)OC(=O)[C@@H]1CC2=C(CN1C(C)C)N=C(N2CC2=CC=CC=C2)C2=NNC1=CC(=CC=C21)C2=C(C=C(C=C2)OCC2=CC=CC=C2)CC (S)-1-benzyl-2-(6-(4-(benzyloxy)-2-ethylphenyl)-1H-indazol-3-yl)-5-isopropyl-4,5,6,7-tetrahydro-1H-imidazo[4,5-c]pyridine-6-carboxylic acid benzyl ester